ClC=1C(=C(C=CC1)C(C)(C)N)F 2-(3-chloro-2-fluorophenyl)propan-2-amine